BrC1=CC=C(S1)[C@H]1N([C@@H](CC2=C1NC1=CC=CC=C21)C)CC(C)(C)F (1S,3R)-1-(5-Bromothiophen-2-yl)-2-(2-fluoro-2-methylpropyl)-3-methyl-2,3,4,9-tetrahydro-1H-pyrido[3,4-b]indole